O=CCCC(=O)OC METHYL 4-OXOBUTANOATE